C(C)C1(COC1)COCC1(COC1)CC 3-ethyl-3-{[((3-ethyl-oxetane-3-yl)methoxy)methyl]}oxetane